(5-amino-4,6-dichloropyridin-2-yl)boronic acid NC=1C(=CC(=NC1Cl)B(O)O)Cl